tert-butyl 6-oxo-8-(2-phenylpropan-2-yl)-3,8-diazabicyclo[3.2.1]octane-3-carboxylate O=C1C2CN(CC(C1)N2C(C)(C)C2=CC=CC=C2)C(=O)OC(C)(C)C